CN(C(=O)C1N(CC2=CC=CC=C12)C(=O)OC(C)(C)C)C=1C=C(C=CC1)C tert-butyl 1-(methyl(m-tolyl)carbamoyl)isoindoline-2-carboxylate